C(C)(C)(CC)NC(C)(C)CC di-tert-amyl-amine